9-(6-(4-hydroxypiperidin-1-yl)pyridin-3-yl)-6,7-dimethoxynaphtho[2,3]furan OC1CCN(CC1)C1=CC=C(C=N1)C1=C2C=C(C(=CC2=CC=2C=COC21)OC)OC